Palladium porphyrin C12=CC=C(N1)C=C1C=CC(=N1)C=C1C=CC(N1)=CC=1C=CC(N1)=C2.[Pd]